4-sulfobiphenyl S(=O)(=O)(O)C1=CC=C(C=C1)C1=CC=CC=C1